6-[2-(9-pyridin-2-yl-6-oxa-spiro[4.5]decan-9-yl)-ethyl]-4,5,6,7-tetrahydro-thieno[2,3-c]pyridine N1=C(C=CC=C1)C1(CCOC2(CCCC2)C1)CCN1CC2=C(CC1)C=CS2